(R,E)-N-(4-((3-Chloro-4-(pyridin-2-ylmethoxy)phenyl)amino)-5-(2-methoxyethoxy)quinazolin-6-yl)-3-(1-methylpyrrolidin-2-yl)acrylamide ClC=1C=C(C=CC1OCC1=NC=CC=C1)NC1=NC=NC2=CC=C(C(=C12)OCCOC)NC(\C=C\[C@@H]1N(CCC1)C)=O